ClC1=C(C(=CC=C1)C(F)(F)F)C1=C2C=CC=NC2=C(C=C1)C[C@@H](C(=O)O)NC(C1=C(C=CC=C1Cl)Cl)=O (2S)-3-(5-(2-chloro-6-(trifluoromethyl)phenyl)quinolin-8-yl)-2-(2,6-dichlorobenzoylamino)propionic acid